4,4,5,5,6,6,7,7,8,8,9,9,12,12,13,13,14,14,15,15,16,16,17,17,17-pentacosafluoro-10-heptadecene FC(CCC)(C(C(C(C(C(C=CC(C(C(C(C(C(F)(F)F)(F)F)(F)F)(F)F)(F)F)(F)F)(F)F)(F)F)(F)F)(F)F)(F)F)F